4-(4-(6-trifluoromethyl-1-Boc-1H-indol-3-yl)thiophen-2-yl)-4-oxobutanoic acid methyl ester COC(CCC(=O)C=1SC=C(C1)C1=CN(C2=CC(=CC=C12)C(F)(F)F)C(=O)OC(C)(C)C)=O